[Si](C)(C)(C(C)(C)C)OCCNC1=NN=C(C2=CC=CC=C12)C1=CC=C(C=C1)OC(F)(F)F N-(2-((tert-butyldimethylsilyl)oxy)ethyl)-4-(4-(trifluoromethoxy)phenyl)phthalazin-1-amine